C(C)(C)(C)OC(=O)N1[C@@H](CCC1=O)C(=O)[O-] tert-butyloxycarbonyl-L-pyroglutamate